C(C1=CC=CC=C1)C(CO)(CO)CC1=CC=CC=C1 2,2-dibenzyl-1,3-propanediol